C1(=CC=CC=C1)[C@@H](C(=O)O[C@@H]1[C@](O[C@H](C1)N1C2=NC(=NC(=C2N=C1)N)F)(COC([C@@H](C)C1=CC=CC=C1)=O)C#C)C (2R,3S,5R)-5-(6-amino-2-fluoro-9H-purin-9-yl)-2-ethynyl-2-((((S)-2-phenylpropanoyl)oxy) methyl)tetrahydrofuran-3-yl (S)-2-phenylpropanoate